1-ethyl-3-((S)-1,1,1,5,5,5-hexafluoropentan-2-yl)-1-(2,2,2-trifluoro-1-(5-methoxy-4-(8-methoxyquinolin-6-yl)pyridin-2-yl)ethyl)urea C(C)N(C(=O)N[C@H](C(F)(F)F)CCC(F)(F)F)C(C(F)(F)F)C1=NC=C(C(=C1)C=1C=C2C=CC=NC2=C(C1)OC)OC